NC1=CC=CC(=N1)S(=O)(=O)NC(=O)C=1C(=NC(=CC1)C1CCC(CC1)C(F)(F)F)N1C(C[C@@H](C1)C)(C)C N-[(6-Amino-2-pyridyl)sulfonyl]-6-[4-(trifluoromethyl)cyclohexyl]-2-[(4S)-2,2,4-trimethylpyrrolidin-1-yl]pyridin-3-carboxamid